1-{[5-methoxy-6-(5-methoxy-2-pyrazinyl)-2-indolyl]methyl}-3-methylurea COC=1C=C2C=C(NC2=CC1C1=NC=C(N=C1)OC)CNC(=O)NC